FC(OC1=C(C=C(C(=C1)F)[N+](=O)[O-])NC1=NC=NC(=N1)C1=CN(C2=CC=C(C=C12)F)C)F N-(2-(difluoromethoxy)-4-fluoro-5-nitrophenyl)-4-(5-fluoro-1-methyl-1H-indol-3-yl)-1,3,5-triazin-2-amine